benzoic acid [(2S,3R,5R)-4-acetoxy-3-(2-iodoethyl)-5-[2-(2-methylpropanoylamino)-6-oxo-1H-purin-9-yl]Tetrahydrofuran-2-yl]Methyl ester C(C)(=O)OC1[C@@H]([C@H](O[C@H]1N1C=2N=C(NC(C2N=C1)=O)NC(C(C)C)=O)COC(C1=CC=CC=C1)=O)CCI